N-((1-((3-((2,4-dimethoxyphenyl)sulfonamido)-4-methoxybenzo[d]isoxazol-6-yl)methyl)-1H-pyrazol-4-yl)methyl)but-2-ynamide COC1=C(C=CC(=C1)OC)S(=O)(=O)NC1=NOC2=C1C(=CC(=C2)CN2N=CC(=C2)CNC(C#CC)=O)OC